2-[6-(1,1-Difluoropropyl)pyridin-3-yl]-5-({[1-(2-fluoro-4-methylphenyl)cyclopropyl]carbonyl}amino)benzoic acid FC(CC)(F)C1=CC=C(C=N1)C1=C(C(=O)O)C=C(C=C1)NC(=O)C1(CC1)C1=C(C=C(C=C1)C)F